N[C@@H](CCCN)C(=O)O (S)-ornithine